5-(8-(3-(3-(trifluoromethyl)phenyl)pyrrolidin-1-yl)imidazo[1,2-b]pyridazin-6-yl)pyrimidine-2,4(1H,3H)-dione FC(C=1C=C(C=CC1)C1CN(CC1)C=1C=2N(N=C(C1)C=1C(NC(NC1)=O)=O)C=CN2)(F)F